(4-methoxyphenyl)(trifluoromethyl)((4-(5-(trifluoromethyl)-1,2,4-oxadiazol-3-yl)phenyl)imino)-λ6-sulfanone COC1=CC=C(C=C1)S(=O)(=NC1=CC=C(C=C1)C1=NOC(=N1)C(F)(F)F)C(F)(F)F